3-methyl-1-((4-phenylpiperidin-1-yl)sulfonyl)-1H-imidazol-3-ium triflate [O-]S(=O)(=O)C(F)(F)F.C[N+]1=CN(C=C1)S(=O)(=O)N1CCC(CC1)C1=CC=CC=C1